C(C)OC(CCC=1C=C(C=CC1)C1=CC=C(C=C1)C)=O 3-(4'-methylbiphenyl-3-yl)propanoic acid ethyl ester